ClC1=C(C=NC=C1Cl)C=1CCN(CC1)CC=1C=C2CN(C(C2=CC1)=O)N1C(NC(CC1)=O)=O 1-(5-((4,5-dichloro-3',6'-dihydro-[3,4'-bipyridyl]-1'(2'H)-yl)methyl)-1-oxoisoindolin-2-yl)dihydropyrimidine-2,4(1H,3H)-dione